C(C)(C)C1=NC=CC2=C1N(C(N2C)=O)C 4-isopropyl-1,3-dimethyl-2-oxo-2,3-dihydro-1H-imidazo[4,5-c]pyridin